tert-Butyl 4-(3-(2,4-dioxotetrahydropyrimidin-1(2H)-yl)benzo[d]isoxazol-6-yl)piperazine-1-carboxylate O=C1N(CCC(N1)=O)C1=NOC2=C1C=CC(=C2)N2CCN(CC2)C(=O)OC(C)(C)C